C([C@@H]1[C@@H]([C@@H]([C@H]([C@@H](O1)O)O)O)O)S The molecule is a thiosugar that is beta-D-galactopyranose in which the hydroxy group at position 6 is replaced by a sulfanyl group. It is a thiosugar, a thiol and a monosaccharide derivative.